dimethyl ketomalonate O=C(C(=O)OC)C(=O)OC